C(CCCCCCCCCCCC)OC1CC(N(C(C1)(C)C)O)(C)C 4-tridecyloxy-2,2,6,6-tetramethylpiperidin-1-ol